3-(hydroxy)-3-methylglutarate OC(CC(=O)[O-])(CC(=O)[O-])C